CN(C(C(=C)C)=O)C1=CC=CC2=CC=CC=C12 N-methyl-N-naphthylmethacrylamide